1-(3-tert-butyl-1-(quinolin-6-yl)-1H-pyrazol-5-yl)-3-(4-(2-carbamoyl-pyridin-4-yloxy)-2-fluorophenyl)urea C(C)(C)(C)C1=NN(C(=C1)NC(=O)NC1=C(C=C(C=C1)OC1=CC(=NC=C1)C(N)=O)F)C=1C=C2C=CC=NC2=CC1